S1(NN=CC2=C1C=CC=C2)=O benzo-thiadiazinone